(3,4-difluorobenzyl)-N-(1-methyl-6-oxo-1,4,5,6-tetrahydropyridazin-3-yl)picolinamide FC=1C=C(CC=2C(=NC=CC2)C(=O)NC2=NN(C(CC2)=O)C)C=CC1F